ClC=1C(=C(CN2[C@@H](C[C@@](CC2)(C(=O)O)CC2=NC(=NC(=C2F)C(C)(C)O)NC2=NNC(=C2)C)CC)C=CC1)F (2R,4R)-1-(3-chloro-2-fluorobenzyl)-2-ethyl-4-((5-fluoro-6-(2-hydroxypropan-2-yl)-2-((5-methyl-1H-pyrazol-3-yl)amino)pyrimidin-4-yl)methyl)piperidine-4-carboxylic acid